NC1=NC=CC(=N1)C1=C(N=C(S1)C1NCCNC1)C=1C(=C(C=CC1)NS(=O)(=O)C1=C(C=CC(=C1)F)F)F N-{3-[5-(2-aminopyrimidin-4-yl)-2-piperazin-2-yl-thiazol-4-yl]-2-fluorophenyl}-2,5-difluorobenzenesulfonamide